1-(5-(5-chloro-2-methoxypyridin-4-yl)-1H-pyrazole-3-carbonyl)-N-(4-hydroxy-4-(trifluoromethyl)cyclohexyl)piperidine-4-carboxamide ClC=1C(=CC(=NC1)OC)C1=CC(=NN1)C(=O)N1CCC(CC1)C(=O)NC1CCC(CC1)(C(F)(F)F)O